2-cyclopropyl-1-ethyl-5-ethynyl-1,3-benzodiazole C1(CC1)C1=NC2=C(N1CC)C=CC(=C2)C#C